CC1=CC=C(C=C1)S(=O)(=O)[O-].C(CCCCCCCCCCCCCCC)[N+](C)(C)C hexadecyltrimethylammonium para-toluenesulfonate